4-amino-3-chloro-6-(3-fluoro-4-iodophenyl)pyridine-2-carboxylic acid NC1=C(C(=NC(=C1)C1=CC(=C(C=C1)I)F)C(=O)O)Cl